2-(2,6-dioxopiperidin-3-yl)-5-((4-(5-phenylthieno[2,3-d]pyrimidin-4-yl)piperidin-1-yl)methyl)isoindoline-1,3-dione O=C1NC(CCC1N1C(C2=CC=C(C=C2C1=O)CN1CCC(CC1)C=1C2=C(N=CN1)SC=C2C2=CC=CC=C2)=O)=O